[Br-].C(C=C)[N+](CC=C)(CC=C)CC=C Tetraallyl-Ammonium Bromide